2-(4-((3-(2,6-difluoro-3,5-dimethoxyphenyl)-7-(1,3-dimethyl-1H-pyrazol-4-yl)-2-oxo-3,4-dihydropyrido[4,3-d]pyrimidin-1(2H)-yl)methyl)-1H-pyrazol-1-yl)acetonitrile FC1=C(C(=C(C=C1OC)OC)F)N1C(N(C2=C(C1)C=NC(=C2)C=2C(=NN(C2)C)C)CC=2C=NN(C2)CC#N)=O